ClC1=C(C(=O)N2CCC(CC2)NS(=O)(=O)C2CCN(CC2)C(=O)OC(C)(C)C)C=CC(=C1)NC(=O)C=1N(C(=CN1)C1=C(C(=C(C=C1)OC)F)F)C tert-Butyl 4-(N-(1-(2-chloro-4-(5-(2,3-difluoro-4-methoxyphenyl)-1-methyl-1H-imidazole-2-carboxamido)benzoyl)piperidin-4-yl)sulfamoyl)piperidine-1-carboxylate